di-iso-amyl sulphoxide C(CC(C)C)S(=O)CCC(C)C